CS(=O)(=O)C1=C(C=C(C=C1)C1=NNC(O1)=O)N[C@@H](C)C1CCNCC1 5-[4-(Methylsulfonyl)-3-{[(1S)-1-(piperidin-4-yl)ethyl]amino}phenyl]-1,3,4-oxadiazol-2(3H)-one